NC1=C(C=CC(=C1F)NCC1=CC=C(C=C1)F)NC(CCCCCC)=O N-(2-amino-3-fluoro-4-((4-fluorobenzyl)amino)phenyl)heptanamide